C(C)(C)(C)C1=NN(C(=C1)NC(=O)NC1=C(C=C(C=C1)OC1=CC=NC=2NC(C=NC21)=O)C(C)C)C2=CC=CC=C2 1-(3-(tert-butyl)-1-phenyl-1H-pyrazol-5-yl)-3-(2-isopropyl-4-((3-keto-3,4-dihydropyrido[2,3-b]pyrazin-8-yl)oxy)phenyl)urea